F[C@H]1[C@](CC2(OCCO2)CC1)(C)CNC=1C=C(C#N)C=CC1[N+](=O)[O-] |r| rac-3-((((7S,8R)-8-Fluoro-7-methyl-1,4-dioxaspiro[4.5]decan-7-yl)methyl)amino)-4-nitrobenzonitrile